N[C@@H](CCC(=O)N[C@@H](CS)C(=O)NCC(=O)O)C(=O)O γ-Glutamyl-L-cysteinylglycine